6-(Cyclopropanecarboxamido)-4-((4-methoxy-1-methyl-5-(2,2,2-trifluoro-1-methoxyethyl)-1H-indazol-3-yl)amino)nicotinic acid C1(CC1)C(=O)NC1=NC=C(C(=O)O)C(=C1)NC1=NN(C2=CC=C(C(=C12)OC)C(C(F)(F)F)OC)C